OC1C(CCC(C1)C(C(F)(F)F)(F)F)=O hydroxy-4-(perfluoroethyl)cyclohexan-1-one